5-hydroxy-6-((4-isopropyl-2-(4-((4-(morpholinomethyl)phenyl)ethynyl)phenyl)-3-oxopiperazin-1-yl)methyl)pyrimidin-4(3H)-one OC=1C(NC=NC1CN1C(C(N(CC1)C(C)C)=O)C1=CC=C(C=C1)C#CC1=CC=C(C=C1)CN1CCOCC1)=O